bocpiperazinone C(=O)(OC(C)(C)C)N1C(CNCC1)=O